C(C)N1C(NC2=C(C1=O)C=CC(=N2)CN2CCN(CC2)C=2C=CC(=NC2)C(=O)NC)=O 5-(4-((3-ethyl-2,4-dioxo-1,2,3,4-tetrahydropyrido[2,3-d]pyrimidin-7-yl)methyl)piperazin-1-yl)-N-methylpicolinamide